C(C)OC1=CC(=NC=C1F)C#N 4-ethoxy-5-fluoropyridinecarbonitrile